COC=1C=CC2=C(C(OCC3=C2C=CC(=C3)OC)=O)C1 3,9-dimethoxydibenzo[c,e]oxepin-5(7H)-one